NN1C(CC(C=C1C(F)(F)F)C=1C=NC=CC1)=O 1-Amino-4-(pyridin-3-yl)-6-(trifluoromethyl)-3H-pyridon